2,2'-bipyridine-d N1=C(C(=CC=C1)[2H])C1=NC=CC=C1